OC1([C@H]2CNC[C@@H]1CC2)C2=CC=C(C=C2)C2=CC(=CC1=CC(=CC=C21)C2=CC=C(C=C2)C(F)(F)F)C(=O)O 4-(4-((1R,5S,8r)-8-Hydroxy-3-azabicyclo[3.2.1]octan-8-yl)phenyl)-7-(4-(trifluoromethyl)phenyl)-2-naphthoic acid